5-ethynyl-6-fluoro-4-[(4R,7S,8S)-14-fluoro-16-iodo-17-methyl-10-oxa-2,12,18,20-tetrazapentacyclo[9.7.1.14,7.02,8.015,19]icosa-1(18),11(19),12,14,16-pentaen-13-yl]naphthalen-2-ol C(#C)C1=C2C(=CC(=CC2=CC=C1F)O)C1=NC=2OC[C@@H]3[C@@H]4CC[C@H](CN3C3=NC(=C(C(=C1F)C32)I)C)N4